C1(CC1)C(=O)N1CCC(C1)OCC1=CC(=NC=C1)C(F)(F)F (cyclopropanecarbonyl)-4-((2-(trifluoromethyl)pyridin-4-yl)methoxy)pyrrolidin